FC=1C(=CC=2C3=C(N=NC2C1)N(C(N3C(C)C)=O)C)C=3C=NC(=CC3)[C@@H](C)OCCN3CCC(CC3)OC (R)-7-fluoro-1-isopropyl-8-(6-(1-(2-(4-methoxypiperidin-1-yl)ethoxy)ethyl)pyridin-3-yl)-3-methyl-1H-imidazo[4,5-c]cinnolin-2(3H)-one